benzyl (2S,5R)-4-(2-ethoxy-2-oxo-1-(4-(trifluoromethyl)phenyl)ethyl)-5-ethyl-2-methylpiperazine-1-carboxylate C(C)OC(C(C1=CC=C(C=C1)C(F)(F)F)N1C[C@@H](N(C[C@H]1CC)C(=O)OCC1=CC=CC=C1)C)=O